C1(CC1)C(C(=O)C1=CC=C(C=C1)C=1SC=CC1)SC#N 2-cyclopropyl-2-thiocyano-1-(4-(thiophen-2-yl)phenyl)ethanone